C1(CCCCC1)[C@H](C(=O)OC)C methyl (R)-2-cyclohexylpropionate